2-[2-(methylsulfanyl)acetyl]-5-{2-[2-(methylsulfanyl)acetyl]-1,3-dioxo-2,3-dihydro-1H-indene-5-carbonyl}-2,3-dihydro-1H-indene-1,3-dione CSCC(=O)C1C(C2=CC=C(C=C2C1=O)C(=O)C=1C=C2C(C(C(C2=CC1)=O)C(CSC)=O)=O)=O